NC1=CC(=NN1C1=CC=CC=C1)C(=O)OCC ethyl 5-amino-1-phenylpyrazole-3-carboxylate